tert-butyl (R)-3-hydroxy-3,6-dihydropyridine-1(2H)-carboxylate O[C@H]1CN(CC=C1)C(=O)OC(C)(C)C